3-(2-Ethoxy-4-{6-[2-(4-methoxy-2-methyl-indol-1-yl)-ethylamino]-pyrimidin-4-yl}-phenyl)-[1,2,4]oxadiazol-5(4H)-on C(C)OC1=C(C=CC(=C1)C1=NC=NC(=C1)NCCN1C(=CC2=C(C=CC=C12)OC)C)C1=NOC(N1)=O